5-Fluoro-1-(2'-(methylsulfonyl)-[1,1'-biphenyl]-4-yl)-1H-indazol-6-ol FC=1C=C2C=NN(C2=CC1O)C1=CC=C(C=C1)C1=C(C=CC=C1)S(=O)(=O)C